COC(=O)C=1SC=C(C1F)OC1=C(C=C(C=C1C)F)C 3-fluoro-4-(4-fluoro-2,6-dimethylphenoxy)thiophene-2-carboxylic acid methyl ester